ClCCNCCCl di(2-chloroethyl)amine